tert-butyl 2-(5-(2,6-dimethoxyphenyl)-1-(4-(4-hydroxybut-1-yn-1-yl)-2-isopropylphenyl)-1H-pyrazole-3-carboxamido)adamantane-2-carboxylate COC1=C(C(=CC=C1)OC)C1=CC(=NN1C1=C(C=C(C=C1)C#CCCO)C(C)C)C(=O)NC1(C2CC3CC(CC1C3)C2)C(=O)OC(C)(C)C